4-[5-(4-chlorophenyl)-1-[4-(trifluoromethyl)-3-pyridyl]pyrrol-2-yl]-N-[2-(dimethylamino)ethyl]-benzamide hydrochloride Cl.ClC1=CC=C(C=C1)C1=CC=C(N1C=1C=NC=CC1C(F)(F)F)C1=CC=C(C(=O)NCCN(C)C)C=C1